(E)-4-(3-bromostyryl)benzoxathiazine 2,2-dioxide BrC=1C=C(/C=C/C2=NS(OC3=C2C=CC=C3)(=O)=O)C=CC1